(4S,5S)-5-[4-(diethylcarbamoyl)phenyl]azepane-1,4-dicarboxylic acid 1-tert-butyl 4-ethyl ester C(C)OC(=O)[C@H]1CCN(CC[C@@H]1C1=CC=C(C=C1)C(N(CC)CC)=O)C(=O)OC(C)(C)C